5-nitro-2-[1-(propane-2-yl)-1H-Pyrazol-4-yl]Benzenesulfonamide [N+](=O)([O-])C=1C=CC(=C(C1)S(=O)(=O)N)C=1C=NN(C1)C(C)C